(+/-)-tert-butyl 3-(2-chloro-4-(oxetan-3-yl)phenyl)-1,4-oxazepane-4-carboxylate ClC1=C(C=CC(=C1)C1COC1)[C@@H]1COCCCN1C(=O)OC(C)(C)C |r|